3-Aminomalonitrile NC(C(C#N)O)C#N